N-(5-cyclopropyl-1H-pyrazol-3-yl)-2-[4-(methylaminomethyl)-2-azabicyclo[2.2.1]hept-2-yl]pyrimidin-4-amine C1(CC1)C1=CC(=NN1)NC1=NC(=NC=C1)N1C2CCC(C1)(C2)CNC